oxazolidin-2-one trifluoroacetate salt FC(C(=O)O)(F)F.O1C(NCC1)=O